Methacrylamid Hydrogensulfat S(=O)(=O)(O)O.C(C(=C)C)(=O)N